8-[1-(2,2-Difluoro-ethyl)-6-fluoro-1H-indazol-4-yl]-7,9-difluoro-1,4,4-trimethyl-5H-[1,2,4]triazolo[4,3-a]quinoxaline FC(CN1N=CC2=C(C=C(C=C12)F)C1=C(C=C2NC(C=3N(C2=C1F)C(=NN3)C)(C)C)F)F